((1s,4r)-4-((tert-butyldimethylsilyl)oxy)cyclohexyl)propionitrile [Si](C)(C)(C(C)(C)C)OC1CCC(CC1)C(C#N)C